FC1CN(C1)C1=NC2=CC(=C(C=C2C(=N1)NC1CCN(CC1)C(C)C)OC)C#CCCN1CCCC1 2-(3-fluoroazetidin-1-yl)-N-(1-isopropylpiperidine-4-yl)-6-methoxy-7-(4-(pyrrolidine-1-yl)but-1-yn-1-yl)quinazolin-4-amine